heptaporphyrin CC1=C(C2=NC1=CC3=NC(=CC4=C(C(=C(N4)C=C5C(=C(C(=C2)N5)CC(=O)O)CCC(=O)O)CC(=O)O)CCC(=O)O)C(=C3CCC(=O)O)CC(=O)O)CCC(=O)O